ClC=1C=2N(C=CC1SC=1N=C(C(=NC1C)N1CCC3([C@@H]([C@@H](OC3)C)NC(OC(C)(C)C)=O)CC1)CO)C=C(N2)C=2SC=CC2 tert-butyl ((3S,4S)-8-(5-((8-chloro-2-(thiophen-2-yl)imidazo[1,2-a]pyridin-7-yl)thio)-3-(hydroxymethyl)-6-methylpyrazin-2-yl)-3-methyl-2-oxa-8-azaspiro[4.5]decan-4-yl)carbamate